3-(piperidin-1-yl)isonicotinic acid N1(CCCCC1)C1=C(C(=O)O)C=CN=C1